N1N=CC2=C(C=CC=C12)CN1CCC2(CC1)COC1=C3CN(C(C3=CC=C12)=O)C1C(NC(CC1)=O)=O 3-(1'-((1H-indazol-4-yl)methyl)-6-oxo-6,8-dihydro-2H,7H-spiro[furo[2,3-e]isoindole-3,4'-piperidin]-7-yl)piperidine-2,6-dione